CC(CC(C)(NC=1C2=C(N=C(N1)C=1C(=NNC1)C(F)(F)F)C=NC=C2)C)NC 1,N1,3-trimethyl-N3-(2-(3-(trifluoromethyl)-1H-pyrazol-4-yl)pyrido[3,4-d]pyrimidin-4-yl)butane-1,3-diamine